N-acryloyl-(trihydroxymethyl)aminomethane C(C=C)(=O)N(C(O)(O)O)C